C(C1=CC=CC=C1)NC(C(C=CC)[C@@H](C)\C=C\C1=CC=CC=C1)=O N-benzyl-2-((S,E)-4-phenylbut-3-en-2-yl)pent-3-enamide